ClC=1C=C2C=C(C(=NC2=C(C1)F)OC)C#N 6-chloro-8-fluoro-2-methoxyquinoline-3-carbonitrile